Cl(=O)(=O)(=O)O.C(CCC)N1C(N(C=C1)C)C 1-butyl-2,3-dimethyl-imidazole perchlorate